[Pb].[Sn].[Ni].[Ag] silver-nickel-tin-lead